(7-ethoxy-6-methoxy-1-(2-(5-methoxy-7-methyl-1H-indol-3-yl)ethyl)-3,4-dihydroisoquinolin-2(1H)-yl)(morpholino)methanone C(C)OC1=C(C=C2CCN(C(C2=C1)CCC1=CNC2=C(C=C(C=C12)OC)C)C(=O)N1CCOCC1)OC